NC=1C(=NC=CC1)N1CCN(CC1)C=1N=C(C2=C(N1)C(=NC(=N2)N(CCOC)CCOC)N2CCC(CC2)OC)N2CC(N(CC2)C)=O 4-(2-(4-(3-aminopyridin-2-yl)piperazin-1-yl)-6-(bis(2-methoxyethyl)amino)-8-(4-methoxypiperidin-1-yl)pyrimido[5,4-d]pyrimidin-4-yl)-1-methylpiperazin-2-one